ClC=1C(=CC(=NC1)OC)C1=CC(=NN1)C(=O)N1CCC(CC1)C(=O)NC(C)C1COC1 1-[5-(5-chloro-2-methoxypyridin-4-yl)-1H-pyrazole-3-carbonyl]-N-[1-(oxetan-3-yl)ethyl]piperidine-4-carboxamide